tert-butyl 4-({4-[4-(2,6-dioxopiperidin-3-yl)phenyl]piperazin-1-yl}methyl)piperidine-1-carboxylate O=C1NC(CCC1C1=CC=C(C=C1)N1CCN(CC1)CC1CCN(CC1)C(=O)OC(C)(C)C)=O